2-(1H-INDOL-3-YL)ACETAMIDE N1C=C(C2=CC=CC=C12)CC(=O)N